1-(4-oxo-4H-quinolizin-9-yl)-5-trifluoromethyl-1H-pyrazole-4-carboxylic acid ethyl ester C(C)OC(=O)C=1C=NN(C1C(F)(F)F)C1=CC=CN2C(C=CC=C12)=O